4,5,6,7-tetrahydroisoxazolo[5,4-c]pyridin-3(2H)-one-7,7-d2 O1NC(C2=C1C(NCC2)([2H])[2H])=O